OC[C@H]1CC1C (1S,2S)-2-(hydroxymethyl)-3-methylcyclopropane